C(C)(=O)C1=NN(C=2C1=CC=1C3=C(N(CC1C2)C)N=C(N=C3)C)CC(=O)O 2-(10-acetyl-3,5-dimethyl-5,6-dihydro-8H-pyrazolo[4,3-g]pyrimido[4,5-c]isoquinolin-8-yl)acetic acid